6-(2-amino-6-fluoro-5-(4-(4-(3,3,3-trifluoropropyl)piperazin-1-yl)phenyl)pyridin-3-yl)-3,4-dihydroisoquinolin-1(2H)-one NC1=NC(=C(C=C1C=1C=C2CCNC(C2=CC1)=O)C1=CC=C(C=C1)N1CCN(CC1)CCC(F)(F)F)F